N1N=CC(=C1)C1=CC=C(C=C1)N1C(N(C2(C1)CCN(CC2)CCO)CC2=CC(=CC(=C2)OC)F)=O 3-(4-(1H-pyrazol-4-yl)phenyl)-1-(3-fluoro-5-methoxybenzyl)-8-(2-hydroxyethyl)-1,3,8-triazaspiro[4.5]decan-2-one